C(C(=C)C)(=O)O[C@H](C)O 1-r-hydroxyethyl methacrylate